(4-((2-amino-3-chloropyridin-4-yl)oxy)-3-fluorophenyl)-1-(3-ethoxypyridin-2-yl)-5-(trifluoromethyl)-1H-pyrazole-4-carboxamide NC1=NC=CC(=C1Cl)OC1=C(C=C(C=C1)C1=NN(C(=C1C(=O)N)C(F)(F)F)C1=NC=CC=C1OCC)F